COC1=C(C=CC(=C1)C(F)(F)F)C1=NN=C2C3=C1C=NN3CCCN2C[C@@H](C)O (R)-1-(3-(2-methoxy-4-(trifluoromethyl)phenyl)-8,9-dihydro-1,4,5,6,9a-pentaazabenzo[cd]azulen-6(7H)-yl)propan-2-ol